CN[C@@H](COC=CC)C(=O)O N-methyl-O-propenyl-serine